C(C)N1C(=NNC1=O)C(=O)N(C)C 4-ethyl-N,N-dimethyl-5-oxo-4,5-dihydro-1H-1,2,4-triazole-3-carboxamide